BrC=1C=NC2=CC(=CC=C2C1)C=1N=NC(=CC1)N(C1CC(NC(C1)(C)C)(C)C)C 3-bromo-7-(6-(methyl(2,2,6,6-tetramethylpiperidin-4-yl)amino)pyridazin-3-yl)quinolin